azobis-1-cycloheptanecarbonitrile N(=NC1(CCCCCC1)C#N)C1(CCCCCC1)C#N